3-methyl-3,5-dihydro-4H-imidazol-4-one CN1C=NCC1=O